N-(5-(1-cyclopentyl-4-(4-fluorophenyl)-1H-imidazol-5-yl)furan-2-yl)-2-fluorobenzamide C1(CCCC1)N1C=NC(=C1C1=CC=C(O1)NC(C1=C(C=CC=C1)F)=O)C1=CC=C(C=C1)F